4-[(2S,5R)-4-[4-(Dimethylamino)but-2-ynoyl]-2,5-dimethyl-piperazin-1-yl]-6-fluoro-7-(2-fluorophenyl)-1-(2-isopropyl-4-methyl-3-pyridyl)pyrido[2,3-d]pyrimidin-2-one CN(CC#CC(=O)N1C[C@@H](N(C[C@H]1C)C=1C2=C(N(C(N1)=O)C=1C(=NC=CC1C)C(C)C)N=C(C(=C2)F)C2=C(C=CC=C2)F)C)C